FC(C=1C(=C(C=CC1)[C@@H](C)NC1=C2C(=C(N=N1)C)C=NC(=C2)C=2C=CC(=C(CN1CCC(CC1)C1=CC=C(C=C1)C1C(NC(CC1)=O)=O)C2)F)F)F 3-(4-(1-(5-(1-(((R)-1-(3-(Difluoromethyl)-2-fluorophenyl)ethyl)amino)-4-methyl-pyrido[3,4-d]pyridazin-7-yl)-2-fluorobenzyl)piperidin-4-yl)phenyl)piperidine-2,6-dione